N-ethyl-1,2-ethanediamine C(C)NCCN